SCCCOC1=CC=C(C=C1)C[C@@H]1C(N([C@@H](C(N1CCCS)=O)CC1=CC=C(C=C1)OCCCS)CCCS)=O (3R,6R)-3,6-bis[[4-(3-sulfanylpropoxy)phenyl]methyl]-1,4-bis(3-sulfanylpropyl)piperazine-2,5-dione